BrC=1C=C2C(=NN(C2=CC1)C(C)C)C(O)C1=CC=CC=C1 (5-bromo-1-isopropyl-1H-indazol-3-yl)(phenyl)methanol